C(C)N1N=CC2=C1CN(C2)C(=O)C=2NC1=C(C(=CC(=C1C2)B2OC(C(O2)(C)C)(C)C)C2=CCCN(C2)C(=O)OC(C)(C)C)F tert-butyl 5-[2-(1-ethyl-4,6-dihydropyrrolo[3,4-c]pyrazole-5-carbonyl)-7-fluoro-4-(4,4,5,5-tetramethyl-1,3,2-dioxaborolan-2-yl)-1H-indol-6-yl]-3,6-dihydro-2H-pyridine-1-carboxylate